C[Si](C#CC1=NNC=C1)(C)C 3-[2-(trimethylsilyl)ethynyl]-1H-pyrazole